1-(5-(2-(((3S,4S)-3-fluoro-1-((1-methyl-1H-pyrazol-4-yl)sulfonyl)piperidin-4-yl)amino)-5-(trifluoromethyl)pyrimidin-4-yl)thiazol-2-yl)ethan-1-ol F[C@H]1CN(CC[C@@H]1NC1=NC=C(C(=N1)C1=CN=C(S1)C(C)O)C(F)(F)F)S(=O)(=O)C=1C=NN(C1)C